C1(=CC=CC=C1)C#CC1=C2C(C(=O)OC2=O)=CC=C1 Phenylethynyl-phthalic anhydride